octyl (decyl) terephthalate C(C1=CC=C(C(=O)OCCCCCCCCCC)C=C1)(=O)OCCCCCCCC